NC1=C(C(=NN1C1C(COCC1)F)C1=CC=C(C=C1)Br)C#N 5-Amino-3-(4-bromophenyl)-1-(3-fluorotetrahydropyran-4-yl)pyrazole-4-carbonitrile